((1R,5S,6r)-6-((S)-2-methylpyrrolidine-1-carbonyl)-3-azabicyclo[3.1.0]hexan-3-yl)methanone C[C@@H]1N(CCC1)C(=O)C1[C@H]2CN(C[C@@H]12)C=O